ClC1=CC=C(OC=2C(=C(C=NC2)CC2=C(C(=NC=C2)NS(NC)(=O)=O)F)CC)C=C1 4-[[5-(4-chlorophenoxy)-4-ethyl-3-pyridyl]methyl]-3-fluoro-N-(methylsulfamoyl)pyridin-2-amine